3,7,11-trimethyldodeca-6,10-dien-1-yn-3-ol CC(C#C)(CCC=C(CCC=C(C)C)C)O